3-(6-methoxypyridin-2-yl)benzaldehyde COC1=CC=CC(=N1)C=1C=C(C=O)C=CC1